C(C=C)(=O)O.C(C=C)(=O)O.C(C=C)#N (acrylonitrile) acrylate (acrylate)